FC1(CCN(CC1)C1CC2(C1)CCNCC2)CN2CCC(CC2)C2=CC=CC=1N(C(N(C12)C)=O)C1C(NC(CC1)=O)=O 3-(4-(1-((4-fluoro-1-(7-azaspiro[3.5]non-2-yl)piperidin-4-yl)methyl)piperidine-4-yl)-3-methyl-2-oxo-2,3-dihydro-1H-benzo[d]imidazol-1-yl)piperidine-2,6-dione